2,6-dimethylol-p-cresol CC1=CC(=C(C(=C1)CO)O)CO